CC1=NSC(=N1)C1=NC=C2N1CCN[C@@H]2C (R)-3-Methyl-5-(8-methyl-5,6,7,8-tetrahydroimidazo[1,5-a]pyrazin-3-yl)-1,2,4-Thiadiazole